[Se].[Ga] gallium-selenium